C(C)O[C@@H]1CC[C@H](OC1)CC1=C(NC2=CC(=CC=C12)F)C 3-(((2S,5R)-5-ethoxytetrahydro-2H-pyran-2-yl)methyl)-6-fluoro-2-methyl-1H-indole